N-[4-(3-Cyanophenyl)-5-(2,6-dimethyl-4-pyridyl)thiazol-2-yl]-2-oxo-1,8-diazaspiro[4.5]decan-8-carboxamid C(#N)C=1C=C(C=CC1)C=1N=C(SC1C1=CC(=NC(=C1)C)C)NC(=O)N1CCC2(CCC(N2)=O)CC1